3-(4-vinylbenzyl-methoxy)pyridine-2-formaldehyde C(=C)C1=CC=C(CCOC=2C(=NC=CC2)C=O)C=C1